N-[6-[4-[[4-[(2,6-dioxo-3-piperidyl)amino]phenyl]methyl]piperazin-1-yl]hexyl]-5-[rac-(2R)-2-(2,5-difluorophenyl)pyrrolidin-1-yl]pyrazolo[1,5-a]pyrimidine-3-carboxamide O=C1NC(CCC1NC1=CC=C(C=C1)CN1CCN(CC1)CCCCCCNC(=O)C=1C=NN2C1N=C(C=C2)N2[C@H](CCC2)C2=C(C=CC(=C2)F)F)=O |r|